2'-Oxo-1'-(4-(trifluoromethyl)benzyl)-3,4-dihydro-1H-spiro[naphthalene-2,3'-pyrrolidine]-8-carboxylic acid O=C1N(CCC12CC1=C(C=CC=C1CC2)C(=O)O)CC2=CC=C(C=C2)C(F)(F)F